N1C(C2(C=3C1=NC=CC3)C[C@@H]3[C@@H](CNC3)C2)=O (3aR,5S,6aS)-2,3,3a,4,6,6a-hexahydro-1H-spiro[cyclopenta[c]pyrrole-5,3'-pyrrolo[2,3-b]pyridine]-2'(1'H)-one